CC12CC(N(C2C1)C(CNC(C1=CC=C(C=C1)OC1=CC=CC=C1)=O)=O)C(=O)N 5-methyl-2-((4-phenoxybenzoyl)glycyl)-2-azabicyclo[3.1.0]hexane-3-carboxamide